p-heptylphenol 4-trans-(4-heptylcyclohexylbenzoate) C(CCCCCC)C1CCC(CC1)C1=C(C(=O)OC2=CC=C(C=C2)CCCCCCC)C=CC=C1